C(C)OC(C[C@@H](C=1C=C(C=CC1)C1=CC=C(C=C1)OC)N)=O (S)-3-amino-3-(4'-methoxybiphenyl-3-yl)propionic acid ethyl ester